C(C)(C)(C)OC(=O)NCCN=C(NCCC(=O)N(CCCCCCCCCCCCCC)CCCCCCCCCCCCCC)NCCNC(=O)OC(C)(C)C 3-[N',N''-bis(2-tertbutyl-oxycarbonylaminoethyl)guanidino]-N,N-dimyristyl-propionamide